(S)-6-diazo-2-((S)-2-(2-(dimethylamino)acetamido)-3-(1-methyl-1H-indol-3-yl)propanamido)-5-oxohexanamide [N+](=[N-])=CC(CC[C@@H](C(=O)N)NC([C@H](CC1=CN(C2=CC=CC=C12)C)NC(CN(C)C)=O)=O)=O